3,5'-dichloro-3'-(2-fluoropyridin-4-yl)-2'-methoxy-[1,1'-biphenyl] ClC=1C=C(C=CC1)C1=C(C(=CC(=C1)Cl)C1=CC(=NC=C1)F)OC